N1(C=NC=C1)C=1N=C(C2=C(N1)CCC2)C(=O)N[C@@H]2CC[C@H](CC2)NCC(F)(F)F 2-(imidazol-1-yl)-N-[(trans)-4-[(2,2,2-trifluoroethyl)amino]cyclohexyl]-5H,6H,7H-cyclopenta[d]pyrimidine-4-carboxamide